[7-[5-(3-isocyanobenzothiophen-2-yl)-1-methyl-pyrazol-4-yl]-4-methoxy-phthalazin-1-yl]methanamine [N+](#[C-])C1=C(SC2=C1C=CC=C2)C2=C(C=NN2C)C2=CC=C1C(=NN=C(C1=C2)CN)OC